1-[4-[[[6-amino-5-(4-phenoxyphenyl)pyrimidin-4-yl]amino]methyl]piperidin-1-yl]prop-2-en-1-one NC1=C(C(=NC=N1)NCC1CCN(CC1)C(C=C)=O)C1=CC=C(C=C1)OC1=CC=CC=C1